[NH+]1=CC=CC=C1.C(C=1C(O)=CC=CC1)=O salicylaldehyde pyridinium